Cl.N[C@H](C(=O)OC)CO methyl (2S)-2-amino-3-hydroxypropionate hydrochloride